CC=1C(=NC(=NC1)C(F)(F)F)N1CC2(CC1=O)CCNCC2 2-(5-methyl-2-(trifluoromethyl)pyrimidin-4-yl)-2,8-diazaspiro[4.5]decan-3-one